O=C1N(C=CC(=C1)C1CNCCC1)C1CCNCC1 3-(2-oxo-1-(piperidin-4-yl)-1,2-dihydropyridin-4-yl)piperidine